(Z)-N'-hydroxy-4-(3-(1H-indazol-3-yl)pyrrolidin-1-yl)butyramidine O\N=C(\CCCN1CC(CC1)C1=NNC2=CC=CC=C12)/N